4-(2,6-Dichlorobenzenesulfonyl)piperazinecarboxylic acid tert-butyl ester C(C)(C)(C)OC(=O)N1CCN(CC1)S(=O)(=O)C1=C(C=CC=C1Cl)Cl